(S)-ethyl 2-(1-(tert-butoxycarbonyl)pyrrolidin-2-yl)-4-(4-((4-(trifluoro-methyl)pyridin-2-yl)carbamoyl)phenyl)-1H-imidazole-5-carboxylate C(C)(C)(C)OC(=O)N1[C@@H](CCC1)C=1NC(=C(N1)C1=CC=C(C=C1)C(NC1=NC=CC(=C1)C(F)(F)F)=O)C(=O)OCC